FC1=C(C=CC=C1)C1=C(C(=CC=C1)C=1C=C2CN(C(C2=CC1)=O)C(C(=O)O)C)C 2-(5-(2'-Fluoro-2-methyl-[1,1'-biphenyl]-3-yl)-1-oxoisoindolin-2-yl)propanoic acid